2-(3-(3-amino-4-bromo-1H-pyrazol-1-yl)-1-(ethylsulfonyl)azetidin-3-yl)acetonitrile NC1=NN(C=C1Br)C1(CN(C1)S(=O)(=O)CC)CC#N